FC1(CCN(CC1)C(=O)C=1C(=NC=CC1)C1=NC=NC=C1)CC1=CC=C(C=C1)F (4-fluoro-4-(4-fluorobenzyl)piperidin-1-yl)(2-(pyrimidin-4-yl)pyridin-3-yl)methanone